2-(bromomethyl)-4-nitrophenol BrCC1=C(C=CC(=C1)[N+](=O)[O-])O